tert-Butyl 4-((6-bromo-4-methylquinazolin-2-yl)amino)piperidine-1-carboxylate BrC=1C=C2C(=NC(=NC2=CC1)NC1CCN(CC1)C(=O)OC(C)(C)C)C